C(C)(=O)N(C1=CC=CC(=N1)C1=CC(=C(C(=O)N[C@H]2[C@H]3CC[C@@H](C2)N3C#N)C=C1)Cl)C 4-(6-(acetyl(methyl)amino)-2-pyridinyl)-2-chloro-N-((1R,2R,4S)-7-cyano-7-azabicyclo[2.2.1]heptan-2-yl)benzamide